C(#N)C1=NC=C(C(=C1)C1=CC=2N(C=C1)N=C(C2)NC(=O)C2CC2)O[C@H]2CN(CC2)CC#N (R)-N-[5-[2-cyano-5-[(3R)-1-(cyanomethyl)pyrrolidin-3-yl]oxy-4-pyridyl]pyrazolo[1,5-a]pyridin-2-yl]cyclopropanecarboxamide